Dioctanoyl carbonate C(OC(CCCCCCC)=O)(OC(CCCCCCC)=O)=O